C(CCCCCC#C)(=O)O Oct-7-ynoic acid